NC1=C2C(=NC=N1)N(N=C2N2C(=CC1=CC=CC=C21)C(=O)NC2=CSC=C2)C(C)(C)C (4-amino-1-tert-butyl-pyrazolo[3,4-d]pyrimidin-3-yl)-N-(3-thienyl)-1H-indole-2-carboxamide